6-(4-fluoro-2-methyl-1H-indol-5-yl)-8-(4-fluoropiperidine-1-carbonyl)-2,3-dimethoxy-5,6-dihydro-1,6-naphthyridin-5-one FC1=C2C=C(NC2=CC=C1N1C(C=2C=C(C(=NC2C(=C1)C(=O)N1CCC(CC1)F)OC)OC)=O)C